C(C=C)(=O)NC1=CC=C(C=C1)C1=NN2N=CN=C(C2=C1C1=CC(=C(C=C1)NC(=O)C1CC(C1)(F)F)OC)N N-(4-(6-(4-acrylamidophenyl)-4-aminopyrazolo[5,1-f][1,2,4]triazin-5-yl)-2-methoxyphenyl)-3,3-difluorocyclobutane-1-carboxamide